CC1=CC2=C(C3=CC=CC=C3C(=C2C=C1)OCCCC)OCCCC 2-methyl-9,10-bis(n-butoxy)anthracene